3-difluoromethoxy-5-fluorobenzyl cyanide FC(OC=1C=C(CC#N)C=C(C1)F)F